N1C=C(C2=CC=CC=C12)CCC(=O)N 3-(1H-indol-3-yl)propanamide